NC1=NC=C(C2=C1C(=NN2C)C2=CC(=C(C=C2)NS(=O)(=O)C(F)F)O[C@@H](C)C2=CC=C(C=C2)OC)C=2C=NN(C2)C2CCOCC2 (S)-N-(4-(4-amino-1-methyl-7-(1-(tetrahydro-2H-pyran-4-yl)-1H-pyrazol-4-yl)-1H-pyrazolo[4,3-c]pyridin-3-yl)-2-(1-(4-methoxy-phenyl)ethoxy)phenyl)-1,1-difluoromethane-sulfonamide